lactylcholine C(C(O)C)(=O)OCC[N+](C)(C)C